(S)-2-((6-((4-acetyl-3-methoxybenzyl)oxy)-3',6'-Dihydro-[2,4'-bipyridyl]-1'(2'H)-yl)methyl)-1-(oxetan-2-ylmethyl)-1H-benzo[d]Imidazole-6-carboxylic acid C(C)(=O)C1=C(C=C(COC2=CC=CC(=N2)C=2CCN(CC2)CC2=NC3=C(N2C[C@H]2OCC2)C=C(C=C3)C(=O)O)C=C1)OC